2-chloro-N-((1,3-dimethyl-1H-pyrazol-4-yl)sulfonyl)-6-(3-((cis)-2-(trifluoromethyl)cyclopropyloxy)-1H-pyrazol-1-yl)nicotinamide ClC1=C(C(=O)NS(=O)(=O)C=2C(=NN(C2)C)C)C=CC(=N1)N1N=C(C=C1)O[C@H]1[C@H](C1)C(F)(F)F